4-((chlorosulfonyl) oxy)-3,3-dimethylbutyl pivalate C(C(C)(C)C)(=O)OCCC(COS(=O)(=O)Cl)(C)C